nickel cobalt acetic acid C(C)(=O)O.[Co].[Ni]